6-(N-Boc-piperidin-4-yl)-isoindolin-1-one C(=O)(OC(C)(C)C)N1CCC(CC1)C1=CC=C2CNC(C2=C1)=O